CC1=NN2C(N=C(C=C2N(CC2=CC=C(C=C2)C=2N=NSC2)CCC)C)=C1C=1C(=CC(=NC1)N(C)C)C 5-{2,5-Dimethyl-7-[propyl({[4-(1,2,3-thiadiazol-4-yl)phenyl]methyl})amino]pyrazolo-[1,5-a]pyrimidin-3-yl}-N,N,4-trimethylpyridin-2-amin